N1CC(C1)N1CCN(CC1)C1=CC=CC(=N1)C1=CN=C2N1N=C(C=C2)N2[C@H](CCC2)C2=CC(=CC=C2)F (R)-3-(6-(4-(azetidin-3-yl)piperazin-1-yl)pyridin-2-yl)-6-(2-(3-fluorophenyl)pyrrolidin-1-yl)imidazo[1,2-b]pyridazine